C1(CC1)CC(CCCCC[C@@H](C=1NC(=CN1)C=1C(=NC=CC1)OC)NC(=O)[C@H]1CC12CCN(CC2)CC)=O (S)-N-((S)-8-cyclopropyl-1-(5-(2-methoxypyridin-3-yl)-1H-imidazol-2-yl)-7-oxooctyl)-6-ethyl-6-azaspiro[2.5]octane-1-carboxamide